benzyl (3S)-3-(1-((tert-butylsulfinyl)amino)-2,2,2-trifluoroethyl)pyrrolidine-1-carboxylate C(C)(C)(C)S(=O)NC(C(F)(F)F)[C@@H]1CN(CC1)C(=O)OCC1=CC=CC=C1